(S)-5-(3-((1-(1H-tetrazol-1-yl)propan-2-yl)oxy)-4-chlorophenyl)-N-(3-isopropyl-1-(2-azaspiro[3.3]heptan-6-yl)-1H-pyrazol-4-yl)pyrimidin-2-amine N1(N=NN=C1)C[C@H](C)OC=1C=C(C=CC1Cl)C=1C=NC(=NC1)NC=1C(=NN(C1)C1CC2(CNC2)C1)C(C)C